N(=[N+]=[N-])C1(CN(C1)C(=O)OC(C)(C)C)C1=CC=C(C=C1)OC tert.-Butyl 3-azido-3-(4-methoxyphenyl)azetidine-1-carboxylate